bis(4-aminophenyl) terephthalate Bis(3-aminophenyl)isophthalate NC=1C=C(C=CC1)OC(C1=CC(C(=O)OC2=CC(=CC=C2)N)=CC=C1)=O.C(C1=CC=C(C(=O)OC2=CC=C(C=C2)N)C=C1)(=O)OC1=CC=C(C=C1)N